BrC1=CC(=CC2=CC=C(C(=C12)OCF)F)N=C(C1=CC=CC=C1)C1=CC=CC=C1 N-(4-bromo-6-fluoro-5-(fluoromethoxy)naphthalen-2-yl)-1,1-diphenylmethanimine